tert-butyl 4-(4-nitro-3-phenoxy-phenyl)-3,6-dihydro-2H-pyridine-1-carboxylate [N+](=O)([O-])C1=C(C=C(C=C1)C=1CCN(CC1)C(=O)OC(C)(C)C)OC1=CC=CC=C1